sodium potassium 2-(tert-butyl)-2-methylmalonate C(C)(C)(C)C(C(=O)[O-])(C(=O)[O-])C.[K+].[Na+]